C(CCC)NC=1C=C(C=CC1)C=1C=CC=CC1 3-(butylamino)-1,3-biphenyl